1,1'-dibenzyl-4,4'-bipyridinium di(perchlorate) Cl(=O)(=O)(=O)[O-].Cl(=O)(=O)(=O)[O-].C(C1=CC=CC=C1)[N+]1=CC=C(C=C1)C1=CC=[N+](C=C1)CC1=CC=CC=C1